potassium 2-[2-amino-4-(trifluoromethyl) phenyl]-2-oxo-acetate NC1=C(C=CC(=C1)C(F)(F)F)C(C(=O)[O-])=O.[K+]